C(CCC)N1C(N(C(C(C1=O)=C(N)N)=O)C1=CC=C(C=C1)CN1C(N(C(C1(C)C)=O)COCC[Si](C)(C)C)=O)=O 1-Butyl-5-(diaminomethylene)-3-(4-((5,5-dimethyl-2,4-dioxo-3-((2-(trimethylsilyl)ethoxy)methyl)imidazolidin-1-yl)methyl)phenyl)pyrimidine-2,4,6(1H,3H,5H)-trione